(R)-6-methyl-N-(3-(1-(4-methyl-4H-1,2,4-triazol-3-yl)propan-2-yl)phenyl)-2-(trifluoromethyl)pyrimidine-4-carboxamide CC1=CC(=NC(=N1)C(F)(F)F)C(=O)NC1=CC(=CC=C1)[C@@H](CC1=NN=CN1C)C